FC1=CC=C(C=C1)N1CN2N(CC=C3C2C=2C=CC(=CC2OC3(C)C)N3CCN(CC3)C)C1 2-(4-fluorophenyl)-7,7-dimethyl-10-(4-methylpiperazin-1-yl)-5,12b-dihydro-1H,7H-chromeno[4,3-c][1,2,4]triazolo[1,2-a]Pyridazine